[Si](C1=CC=CC=C1)(C1=CC=CC=C1)(C(C)(C)C)O[C@@H]1C[C@@H](NCC1)C1=CC=C(C(=O)OC)C=C1 |r| (±)-Methyl 4-((cis)-4-((tert-butyldiphenylsilyl)oxy)piperidin-2-yl)benzoate